N(=[N+]=[N-])C(C)C=1C=C2CN(C(C2=CC1)=O)C1C(NC(CC1)=O)=O 3-(5-(1-Azidoethyl)-1-oxoisoindolin-2-yl)piperidine-2,6-dione